CC1=NC(=CC(=N1)NC1=NC=C(C(=O)NOCC)C(=C1)NC1=C(C(=CC(=C1)F)C1=NC=C(C=N1)C)OC)C 6-((2,6-dimethylpyrimidin-4-yl)amino)-N-ethoxy-4-((5-fluoro-2-Methoxy-3-(5-methylpyrimidin-2-yl)phenyl)amino)nicotinamide